bicyclo[2.2.1]hept-5-ene-2,3-dicarboxylic acid diethyl ester C(C)OC(=O)C1C2C=CC(C1C(=O)OCC)C2